N1=CC=CC2=CC=CC(=C12)OCCCN1C(NC2=C1C=CC=C2)=O (3-(quinolin-8-yloxy)propyl)-1H-benzo[d]imidazol-2(3H)-one